2-(4-amino-6-oxo-6,7-dihydrothieno[2,3-b]pyridin-5-yl)-3H-imidazo[4,5-b]pyridine NC=1C2=C(NC(C1C1=NC=3C(=NC=CC3)N1)=O)SC=C2